3-((4-(2-hydroxyethyl)phenyl)thio)piperidine-2,6-dione OCCC1=CC=C(C=C1)SC1C(NC(CC1)=O)=O